methyl (S)-2-(1-(1-(6-((4-cyano-2-fluorobenzyl) oxy) pyridin-2-yl) piperidin-4-ylidene) ethyl)-1-(oxetan-2-ylmethyl)-1H-benzo[d]imidazole-6-carboxylate C(#N)C1=CC(=C(COC2=CC=CC(=N2)N2CCC(CC2)=C(C)C2=NC3=C(N2C[C@H]2OCC2)C=C(C=C3)C(=O)OC)C=C1)F